N[C@@H](CCO)C(=O)O |r| DL-homoserine